Cl.ClC=1C=C(C=CC1)C1=C(C(=CC=C1)C[C@@H]1NCC([C@@H]1NS(=O)(=O)CC)(F)F)F N-{(2S,3R)-2-[(3'-chloro-2-fluoro[1,1'-biphenyl]-3-yl)methyl]-4,4-difluoropyrrolidin-3-yl}ethanesulfonamide hydrochloride